FC1=C(C=CC(=C1)N1CCNCC1)C1=NC=CC(=C1)C1=CC=2C(NCCC2N1)=O 2-(2-(2-Fluoro-4-(piperazin-1-yl)phenyl)pyridin-4-yl)-1,5,6,7-tetrahydro-4H-pyrrolo[3,2-c]pyridin-4-one